1,4-Dimercapto-2,3-butanediol SCC(C(CS)O)O